2-chloro-3,5,6-trifluorobenzyl (1RS)-trans-3-(2,2-dichloro-1-ethenyl)-2,2-dimethylcyclopropanecarboxylate ClC(=C[C@H]1C([C@@H]1C(=O)OCC1=C(C(=CC(=C1F)F)F)Cl)(C)C)Cl